C1(=CC=CC2=CC=CC=C12)CC=1C(=C2N(C(CN(S2(=O)=O)CCC)C(=O)OC)C(C1C(=C)C)=O)C1=CC(=CC=C1)C(F)(F)F Methyl 8-(naphthalen-1-ylmethyl)-6-oxo-7-(prop-1-en-2-yl)-2-propyl-9-(3-(trifluoromethyl)phenyl)-3,4-dihydro-2H,6H-pyrido[1,2-e][1,2,5]thiadiazine-4-carboxylate 1,1-dioxide